4-t-butylstyrene sulfonium salt [SH3+].C(C)(C)(C)C1=CC=C(C=C)C=C1